FC1=C(OC2=C(C=C(C=C2)C=2SC=3N=CN=C(C3N2)O)[N+](=O)[O-])C=CC=C1 2-[4-(2-Fluorophenoxy)-3-nitrophenyl]-7-hydroxy-thiazolo[5,4-d]pyrimidine